C(C)(C)N1SC=2C(=NC=CC2)C1=O 2-isopropylisothiazolo[4,5-b]pyridin-3(2H)-one